(4-chlorophenyl)((2r,3r,4s,5r,6r)-3,5-dihydroxy-2-(hydroxymethyl)-4-(4-(3,4,5-trifluorophenyl)-1H-1,2,3-triazol-1-yl)-1-oxa-8-azaspiro[5.5]undecan-8-yl)methanone ClC1=CC=C(C=C1)C(=O)N1C[C@@]2([C@@H]([C@H]([C@H]([C@H](O2)CO)O)N2N=NC(=C2)C2=CC(=C(C(=C2)F)F)F)O)CCC1